C(C)OC1=CC=C2C(=CC(OC2=C1)=O)C(F)(F)F 7-ethoxy-4-trifluoromethylcoumarin